C(C1=CC=CC=C1)OC1=CC=C2C=NN(C2=C1I)C(=O)OCC ethyl 6-(benzyloxy)-7-iodo-1H-indazole-1-carboxylate